O(S(=O)(=O)C(F)(F)F)C1=CCOC2=CC=CC=C12 2H-chromen-4-yl triflate